ClC1=CC=C(OC2=CC(=C(C=C2)C(F)(F)F)[C@@](CN2N=CN=C2)(C)O)C=C1 |r| (2RS)-2-[4-(4-chlorophenoxy)-alpha,α,α-trifluoro-o-tolyl]-1-(1H-1,2,4-triazol-1-yl)propan-2-ol